(2S,4R)-2-(2,5-Difluorophenyl)-4-(methylamino)piperidine FC1=C(C=C(C=C1)F)[C@H]1NCC[C@H](C1)NC